[NH4+].N[C@@H](CS)C(=O)[O-] L-cysteine ammonium salt